C1(O)C(C(O)=CC(O)=C1)=[Se] phloroglucinolselon